CC1CN(CC(C1)C)C=1C=C(C=CC1C(=O)NN)C1(CC1)C(=O)N [3-(3,5-dimethylpiperidin-1-yl)-4-(hydrazinocarbonyl)phenyl]cyclopropanecarboxamide